N[C@@H](CC(=O)O)CN1N=C(N=N1)C1=CC=C(C=C1)OC1=NC=C(C=C1F)Cl (S)-3-amino-4-(5-(4-((5-chloro-3-fluoropyridin-2-yl)oxy)phenyl)-2H-tetrazol-2-yl)butyric acid